((2-((2,6-dimethylphenyl)amino)ethyl)amino)-3-phenoxypropan-2-ol 1,3-dioxoisoindolin-2-yl-2-(4-(2,2,2-trifluoroethoxy)phenyl)cyclopropane-1-carboxylate O=C1N(C(C2=CC=CC=C12)=O)C1(C(C1)C1=CC=C(C=C1)OCC(F)(F)F)C(=O)OC(CNCCNC1=C(C=CC=C1C)C)COC1=CC=CC=C1